NC1=NC(=NC(=N1)N)CCN1C(=NC(=C1)C)CC 2,4-diamino-6-(2-ethyl-4-methyl-1-imidazolyl)ethyl-1,3,5-triazine